2-(4-bromo-3-fluorophenyl)-4-(difluoromethylene)pyrrolidine-1-carboxylic acid tert-butyl ester C(C)(C)(C)OC(=O)N1C(CC(C1)=C(F)F)C1=CC(=C(C=C1)Br)F